2-(4-chlorophenyl)-1-propene ClC1=CC=C(C=C1)C(=C)C